NCCC[SiH](OC)OC γ-aminopropyl-dimethoxysilane